NC=1C2=C(N=CN1)N(C=C2C2=CC=C(C=1N2C=CN1)NC(=O)NC1=NOC(=C1)C1(CC1)C(F)(F)F)C=1C=NC=CC1 1-(5-(4-amino-7-(pyridin-3-yl)-7H-pyrrolo[2,3-d]pyrimidin-5-yl)imidazo[1,2-a]pyridin-8-yl)-3-(5-(1-(trifluoromethyl)-cyclopropyl)isoxazol-3-yl)urea